tert-butyl (S)-(2-((3-(4-(3-fluorobenzyl)-1H-pyrazole-1-carboxamido)-5-methyl-4-oxo-2,3,4,5-tetrahydrobenzo[b][1,4]oxazepin-7-yl)oxy)ethyl)(methyl)carbamate FC=1C=C(CC=2C=NN(C2)C(=O)N[C@@H]2C(N(C3=C(OC2)C=CC(=C3)OCCN(C(OC(C)(C)C)=O)C)C)=O)C=CC1